N-propylamino-octadec-9-en-1-amine C(CC)NNCCCCCCCCC=CCCCCCCCC